1,4-bishydroxyethylhydroquinone OCCC1(O)C=CC(O)(C=C1)CCO